FC=1N(N=C2C(=CC=CC12)C(=O)N)CCCCC(N1CCN(CC1)C1=NC=C(C=C1)C(F)(F)F)=O 3-fluoro-2-(5-oxo-5-(4-(5-(trifluoromethyl)pyridin-2-yl)piperazin-1-yl)pentyl)-2H-indazole-7-Formamide